FC1=CC=C(C=C1)C1C(N(C2=CC=CC=C12)C(C)C)C(=CC=O)C=C 3-[3-(4-Fluorophenyl)-2,3-dihydro-1-(1-methylethyl)-1H-indol-2-yl]-2,4-pentadienal